N-(3-chlorophenyl)-4-hydroxy-3-{2-[4-(trifluoromethoxy)phenyl]-6-oxa-2,9-diazaspiro[4.5]dec-9-yl}butanamide ClC=1C=C(C=CC1)NC(CC(CO)N1CCOC2(CCN(C2)C2=CC=C(C=C2)OC(F)(F)F)C1)=O